[N+](=O)([O-])CCC1=CNC2=CC=CC(=C12)OC 3-(2-nitroethyl)-4-methoxyindole